methyl (2R,3S,5R)-2-(((6-(3,5-difluorophenyl)bicyclo[4.1.0]heptan-3-yl)oxy)methyl)-3-((N,N-dimethylsulfamoyl)amino)-5-methylpyrrolidine-1-carboxylate FC=1C=C(C=C(C1)F)C12CCC(CC2C1)OC[C@@H]1N([C@@H](C[C@@H]1NS(N(C)C)(=O)=O)C)C(=O)OC